tert-butyl (4-((8-bromo-6-cyclopropylimidazo[1,2-a]pyridin-2-yl)methoxy)-6-chloropyridazin-3-yl)(methyl)carbamate BrC=1C=2N(C=C(C1)C1CC1)C=C(N2)COC2=C(N=NC(=C2)Cl)N(C(OC(C)(C)C)=O)C